FC=1C=C(C=CC1)S(=O)(=O)C1(CC1)C1CCN(CC1)C(=O)NC1=CN=NC=C1 4-(1-((3-fluorophenyl)sulfonyl)cyclopropyl)-N-(pyridazin-4-yl)piperidine-1-carboxamide